NC1=C2C(=NC=N1)N(N=C2C2=CC=C(C=C2)OC2=CC=CC=C2)C2CCC(CC2)N2CCN(CC2)CC2CN(CC2)C(=O)OC(C)(C)C tert-butyl 3-((4-((1r,4r)-4-(4-amino-3-(4-phenoxyphenyl)-1H-pyrazolo[3,4-d]pyrimidin-1-yl)cyclohexyl)piperazin-1-yl)methyl)pyrrolidine-1-carboxylat